5-(bromomethyl)-1,2,3-tri(dodecyloxy)benzene BrCC=1C=C(C(=C(C1)OCCCCCCCCCCCC)OCCCCCCCCCCCC)OCCCCCCCCCCCC